BrC=1C=C2CCC2=CC1[N+](=O)[O-] 3-bromo-4-nitrobicyclo[4.2.0]oct-1,3,5-triene